ClC=1C=CC(=C(C1)N1C(C(N(CC1)[C@H](C(=O)NC=1C=C2C=C(N(C2=CC1)C(=O)OC(C)(C)C)C(=O)OC(C)(C)C)CC1=CC=C(C=C1)NC(=O)OC1=CC=CC=C1)=O)=O)N1N=NN=C1 (S)-di-tert-butyl 5-(2-(4-(5-chloro-2-(1H-tetrazol-1-yl) phenyl)-2,3-dioxopiperazin-1-yl)-3-(4-((phenoxycarbonyl) amino) phenyl) propionylamino)-1H-indole-1,2-dicarboxylate